(S)-4-(4-acryloyl-2-methylpiperazin-1-yl)-7-(2,5-difluorophenyl)-1-(2-isopropyl-4-methylpyridin-3-yl)-2-oxo-1,2-dihydropyrido[2,3-d]pyrimidine-6-carbonitrile C(C=C)(=O)N1C[C@@H](N(CC1)C=1C2=C(N(C(N1)=O)C=1C(=NC=CC1C)C(C)C)N=C(C(=C2)C#N)C2=C(C=CC(=C2)F)F)C